CNC(C)C methyl-(propan-2-yl)amine